OCC(C)(C)NC(=O)C=1C=2CC3[C@H](C2N(N1)C1=NC(=CN=C1)Cl)C3 (1aR,1aR)-2-(6-Chloro-pyrazin-2-yl)-1a,2,5,5a-tetrahydro-1H-2,3-diaza-cyclopropa[a]pentalene-4-carboxylic acid (2-hydroxy-1,1-dimethyl-ethyl)-amide